2-isopropyl-2-isopentyl-1,3-dipropoxypropane C(C)(C)C(COCCC)(COCCC)CCC(C)C